C(=O)O.C(C=C)=O prop-2-en-1-one formate